CC=1C=CC=2NC=3C=C4C(=CC3C(C2C1)=O)NC1=CC=C(C=C1C4=O)C 5,12-dihydro-2,9-dimethylquino[2,3-b]acridine-7,14-dione